6-{6-chloro-3-[2-(methoxymethoxy)phenyl]cinnolin-7-yl}-2-azaspiro[3.3]heptane-2-carboxylic acid tert-butyl ester C(C)(C)(C)OC(=O)N1CC2(C1)CC(C2)C2=C(C=C1C=C(N=NC1=C2)C2=C(C=CC=C2)OCOC)Cl